2-METHYLPYRIMIDIN-4-YLBORONIC ACID CC1=NC=CC(=N1)B(O)O